COC1=C(C=CC(=C1)OC)C1=CC(=CC=C1)[C@H](CC(=O)OCC)NC(=O)NC=1C(N(C=C(C1O)C)C)=O Ethyl (S)-3-(2',4'-Dimethoxybiphenyl-3-yl)-3-(3-(4-hydroxy-1,5-dimethyl-2-oxo-1,2-dihydropyridin-3-yl)ureido)propanoat